N-(3-amino-2-hydroxy-propyl)-4-[[2-chloro-6-[4-[4-[(4R)-4-amino-2-oxo-pyrrolidin-1-yl]phenyl]sulfonylpiperazin-1-yl]-4-pyridyl]-difluoro-methyl]benzamide NCC(CNC(C1=CC=C(C=C1)C(F)(F)C1=CC(=NC(=C1)N1CCN(CC1)S(=O)(=O)C1=CC=C(C=C1)N1C(C[C@H](C1)N)=O)Cl)=O)O